ClC1=NC=C(C(=C1)C1=C(C=NC(=C1)C)C(=O)NC=1SC2=C(N1)C=C(C=C2)OC=2N=NN(N2)C(C2=CC=CC=C2)(C2=CC=CC=C2)C2=CC=CC=C2)OC 2'-Chloro-5'-methoxy-6-methyl-N-(5-([2-(triphenylmethyl)-2H-1,2,3,4-tetrazol-5-yl]oxy)-1,3-benzothiazol-2-yl)-[4,4'-bipyridine]-3-carboxamide